Ethionate S(=O)(=O)([O-])CCS(=O)(=O)[O-]